COC1C[C@@H]2N(C([C@H](CC1)NC([C@H](C)NC)=O)=O)[C@@H](CC2)C(=O)N[C@@H]2CCCC1=CC=CC=C21 (3S,6S,10aR)-9-methoxy-6-((S)-2-(methylamino)propanamido)-5-oxo-N-((R)-1,2,3,4-tetrahydronaphthalen-1-yl)decahydropyrrolo[1,2-a]azocine-3-carboxamide